tert-Butyl 4-((6-chloropyridin-3-yl)methoxy)piperidine-1-carboxylate ClC1=CC=C(C=N1)COC1CCN(CC1)C(=O)OC(C)(C)C